acrylic acid-beta-hydroxybutyl ester OC(COC(C=C)=O)CC